5-chloro-N-[2,4-difluoro-3-[(6S)-1-(1H-imidazol-2-yl)-5H,6H,7H,8H-imidazo[1,5-a]pyridin-6-yl]phenyl]-2-methoxypyridine-3-sulfonamide ClC=1C=C(C(=NC1)OC)S(=O)(=O)NC1=C(C(=C(C=C1)F)[C@@H]1CCC=2N(C1)C=NC2C=2NC=CN2)F